C1[C@H](O[C@H](S1)CO)N2C=C(C(=NC2=O)N)F (-)-β-2',3'-dideoxy-5-fluoro-3'-thiacytidine